C(C)OC(=O)[C@@H]1C[C@H](CC=2N1C(NN2)=O)C(F)(F)F Ethyl-(5S,7R)-3-oxo-7-(trifluoromethyl)-2,3,5,6,7,8-hexahydro[1,2,4]triazolo[4,3-a]pyridine-5-carboxylate